FC1=C(C=C(C=C1)C(=O)N1CCC(CC1)CN1CCNCC1)N1C(NC(CC1)=O)=O 1-{2-fluoro-5-[4-(piperazin-1-ylmethyl)piperidine-1-carbonyl]phenyl}-1,3-diazinane-2,4-dione